(S)-6-isopropyl-1-(1-isopropylpiperidin-3-yl)-5-(8-methoxy-[1,2,4]triazolo[1,5-a]pyridin-6-yl)-1,3-dihydro-2H-benzo[d]imidazol-2-one C(C)(C)C=1C(=CC2=C(N(C(N2)=O)[C@@H]2CN(CCC2)C(C)C)C1)C=1C=C(C=2N(C1)N=CN2)OC